NC1=CC=C(C=N1)C=1C=C(C=CC1)S(=O)(=O)N1CCC2(CC(CO2)NC[C@@H](COC=2C=C(C=CC2)S(=O)(=O)NC)O)CC1 3-((2S)-3-(8-(3-(6-aminopyridin-3-yl)phenylsulfonyl)-1-oxa-8-azaspiro[4.5]decan-3-ylamino)-2-hydroxypropoxy)-N-methylbenzenesulfonamide